2-((6-(3-aminopiperidin-1-yl)-3,5-dicyano-4-cyclopropylpyridin-2-yl)sulfanyl)-2-phenylacetamide NC1CN(CCC1)C1=C(C(=C(C(=N1)SC(C(=O)N)C1=CC=CC=C1)C#N)C1CC1)C#N